[N+](=O)([O-])C=1C=NC=C(C1)C(=C)C 3-Nitro-5-(prop-1-en-2-yl)pyridine